O[C@@H]1[C@@H](CCC1)NS(=O)(=O)C1=CC=C(C=C1)C |o1:1,2| N-[rel-(1R,2S)-2-hydroxycyclopentyl]-4-methylbenzenesulfonamide